N-((2-((6-((cis)-2,6-dimethylmorpholino)pyridin-2-yl)amino)-1,6-naphthyridin-7-yl)methyl)-4-methyl-3-(methylsulfonyl)benzamide C[C@@H]1O[C@@H](CN(C1)C1=CC=CC(=N1)NC1=NC2=CC(=NC=C2C=C1)CNC(C1=CC(=C(C=C1)C)S(=O)(=O)C)=O)C